8-chloro-2-(6-chloro-3-pyridinyl)chromen-4-one ClC=1C=CC=C2C(C=C(OC12)C=1C=NC(=CC1)Cl)=O